N1(C(CCC1)=O)C(=S)[S-].[Na+] sodium 1-pyrrolidonedithiocarboxylate